C1=NC=C(C2=CC=CC=C12)N1C(N(C[C@H]1C#N)C1CC(C1)C)=O (S)-3-(isoquinolin-4-yl)-1-((1r,3S)-3-methylcyclobutyl)-2-oxoimidazolidine-4-carbonitrile